BrC=1C=C2C(=NC(=NC2=C(C1)F)C)N[C@H](C)C1=CC(=CC=C1)C(F)(F)F (R)-6-bromo-8-fluoro-2-methyl-N-(1-(3-trifluoromethylphenyl)ethyl)quinazolin-4-amine